[Cl-].C(CCCCCCC\C=C/CCCCCCCC)(=O)NCCC[N+](C)(C)CC(CO)O Oleamidopropyl-2,3-Dihydroxypropyl-Dimethyl-Ammonium Chloride